C(C1=CC=CC=C1)OC(=O)NCC(C(OCCOCCNC(OC(C)(C)C)=O)(C)C)F Tert-butyl N-[2-[2-[3-(benzyloxycarbonylamino)-2-fluoro-1,1-dimethyl-propoxy] ethoxy]ethyl]carbamate